2-[2-fluoro-4-({3-[2-(2-methoxyphenyl)ethyl]-4-oxo-3,4-dihydroquinazolin-5-yl}carbamoyl)phenoxy]acetic acid FC1=C(OCC(=O)O)C=CC(=C1)C(NC1=C2C(N(C=NC2=CC=C1)CCC1=C(C=CC=C1)OC)=O)=O